4-[6-(5-amino-3-methylpyridin-2-yl)-4-{[(4-methoxyphenyl)methyl]amino}-7-methylpyrrolo[3,2-d]pyrimidin-5-yl]-2-fluorophenol NC=1C=C(C(=NC1)C1=C(C=2N=CN=C(C2N1C1=CC(=C(C=C1)O)F)NCC1=CC=C(C=C1)OC)C)C